Cl.O1COC2=C1C=CC(=C2)C[C@@H](CC)NC (R)-1-(benzo[d][1,3]dioxol-5-yl)-N-methylbutan-2-amine hydrochloride